C(C)(C)(C)C1N2C(C3=CC(=C(C=C3C1)C1=CN=C(S1)OC)OC)=CC(C(=C2)C(=O)O)=O 6-tert-butyl-10-methoxy-9-(2-methoxythiazol-5-yl)-2-oxo-6,7-dihydro-2H-pyrido[2,1-a]isoquinoline-3-carboxylic Acid